tetra-iso-amyl tetra-acrylate C(C=C)(=O)OCCC(C)C.C(C=C)(=O)OCCC(C)C.C(C=C)(=O)OCCC(C)C.C(C=C)(=O)OCCC(C)C